5-(3-(2-fluorophenoxy)propyl)-2,3,4,5-tetrahydro-1H-benzo[b][1,4]diazepine FC1=C(OCCCN2C3=C(NCCC2)C=CC=C3)C=CC=C1